1-(4-isopropylphenyl)-2-hydroxy-2-methyl-1-propanone C(C)(C)C1=CC=C(C=C1)C(C(C)(C)O)=O